(R)-5-(2-(dimethylamino)ethoxy)-2-methyl-N-(1-(2-(5-(morpholinomethyl)thiophen-2-yl)quinolin-4-yl)ethyl)benzamide CN(CCOC=1C=CC(=C(C(=O)N[C@H](C)C2=CC(=NC3=CC=CC=C23)C=2SC(=CC2)CN2CCOCC2)C1)C)C